1-(piperidin-4-yl)pyridin-2(1H)-one N1CCC(CC1)N1C(C=CC=C1)=O